2-(pyridin-3-yl)morpholine N1=CC(=CC=C1)C1CNCCO1